CC1(CC(=O)O1)CC Beta-methyl-β-valerolactone